N-((R,E)-4-(methylsulfonyl)but-3-en-2-yl)-5-(2-(o-tolyl)pyrrolidin-1-yl)pyrazine-2-carboxamide CS(=O)(=O)/C=C/[C@@H](C)NC(=O)C1=NC=C(N=C1)N1C(CCC1)C1=C(C=CC=C1)C